1,2,3,4-tetrahydroisoquinoline-7-carboxylic acid tert-butyl ester C(C)(C)(C)OC(=O)C1=CC=C2CCNCC2=C1